[Na].ClCCCS(=O)(=O)O 3-chloropropanesulfonic acid sodium